C(C)(C)(CC)C(CP)C(C)(C)CC di-tert.-amylethylphosphine